4-Bromo-1-(5-nitropyridin-2-yl)-1H-indole BrC1=C2C=CN(C2=CC=C1)C1=NC=C(C=C1)[N+](=O)[O-]